5-(2-((4-chloro-2-fluorobenzyl)oxy)pyrimidin-4-yl)-2-trityl-1,2,3,5-tetrahydropyrrolo[3,4-c]pyrrole ClC1=CC(=C(COC2=NC=CC(=N2)N2C=C3C(=C2)CN(C3)C(C3=CC=CC=C3)(C3=CC=CC=C3)C3=CC=CC=C3)C=C1)F